ClC1=CC(=C(COC2=CC=CC(=N2)N2[C@@H]3[C@H](N(CC2)CC2=NC4=C(N2CC=2N=COC2)C=C(C=C4)C(=O)OC)COC3)C=C1)F |o1:14,15| rel-Methyl 2-(((4aR,7aS)-4-(6-((4-chloro-2-fluorobenzyl)oxy)pyridin-2-yl)hexahydrofuro[3,4-b]pyrazin-1(2H)-yl)methyl)-1-(oxazol-4-ylmethyl)-1H-benzo[d]imidazole-6-carboxylate